C(C)(=O)C1=C(C2=C(N=C(N=C2)NC2=NC=C(C=C2)C2CCN(CC2)C2=CC=C(C=C2)[C@@H](C)Cl)N(C1=O)C1CCCC1)C (R)-6-acetyl-2-((5-(1-(4-(1-chloroethyl)phenyl)piperidin-4-yl)pyridin-2-yl)amino)-8-cyclopentyl-5-methylpyrido[2,3-d]pyrimidin-7(8H)-one